C(C)(C)(C)OC(=O)N1CCC(CC1)OC1=CC(=NC2=CC=C(C=C12)F)C 4-((6-fluoro-2-methylquinolin-4-yl)oxy)piperidine-1-carboxylic acid tert-butyl ester